(R)-N-(4-(8-methyl-7-carbonyl-5,6,7,8-tetrahydro-1,8-naphthyridin-3-yl)-5,6,7,8-tetrahydroisoquinolin-8-yl)acetamide CN1C(CCC=2C=C(C=NC12)C1=CN=CC=2[C@@H](CCCC12)NC(C)=O)=C=O